CC=1C=C(C=CC1C)C=1C2=C(C(N(C1)CC)=O)NC=C2 4-(3,4-Dimethylphenyl)-6-ethyl-1,6-dihydro-7H-pyrrolo[2,3-c]pyridin-7-one